tert-Butyl (R)-3-((1S,4S)-5-methyl-2,5-diazabicyclo[2.2.1]heptan-2-yl)pyrrolidine-1-carboxylate CN1[C@@H]2CN([C@H](C1)C2)[C@H]2CN(CC2)C(=O)OC(C)(C)C